4-(5-(1-acryloylpyrrolidin-3-yl)pyrrolo[1,2-c]pyrimidin-7-yl)-N-(2-chlorophenyl)benzamide C(C=C)(=O)N1CC(CC1)C=1C=C(N2C=NC=CC21)C2=CC=C(C(=O)NC1=C(C=CC=C1)Cl)C=C2